4-(2-aminoethyl)-1-(3-(4-chloro-3-ethyl-1H-pyrrolo[2,3-b]pyridin-5-yl)phenyl)piperazin-2-one ethylphosphate methacrylate C(C(=C)C)(=O)O.C(C)OP(=O)(O)O.NCCN1CC(N(CC1)C1=CC(=CC=C1)C=1C(=C2C(=NC1)NC=C2CC)Cl)=O